FC=1C=C(C=CC1OC)N1C(=NC2=C(C=C(C=C2C1=O)[N+](=O)[O-])C=1C=NC(=CC1)F)[C@@H]1NCCC1 (R)-3-(3-fluoro-4-methoxyphenyl)-8-(6-fluoropyridin-3-yl)-6-nitro-2-(pyrrolidin-2-yl)quinazolin-4(3H)-one